FC1=C(C(=C(C(=C1[B-](C1=C(C(=C(C(=C1F)F)F)F)F)(C1=C(C(=C(C(=C1F)F)F)F)F)C1=C(C(=C(C(=C1F)F)F)F)F)F)F)F)F.FC1=C(C(=CC(=C1F)F)F)[N+](C1=C(C=C(C=C1C)C)C)(C)C (2,3,4,6-tetrafluorophenyl)N,N-dimethyl-2,4,6-trimethylanilinium tetrakis(pentafluorophenyl)borate